ClC(C)(C)C1=CC(=CC=C1)C(C)(Cl)C 1,3-bis(1-chloro-1-methyl-ethyl)-benzene